2-(5-(4,4,5,5-tetramethyl-1,3,2-dioxaborolan-2-yl)pyrimidin-2-yl)cyclopentane CC1(OB(OC1(C)C)C=1C=NC(=NC1)C1CCCC1)C